2-[(1R)-1-[3-(2-bromo-4-pyridinyl)isoxazol-5-yl]ethyl]isoindoline-1,3-dione BrC1=NC=CC(=C1)C1=NOC(=C1)[C@@H](C)N1C(C2=CC=CC=C2C1=O)=O